C(C=1C(C(=O)OCCC(CCCC)CCC)=CC=CC1)(=O)OCCC(CCCC)CCC bis(3-propylheptyl) phthalate